N1CCC(CCC1)NC(=O)[C@H]1CN(C[C@H](O1)C)C=1C=2N(C(=CC1)C#N)N=CC2 (2r,6r)-N-(azepan-4-yl)-4-(7-cyanopyrazolo[1,5-a]pyridin-4-yl)-6-methyl-morpholine-2-carboxamide